OC1(C=CC(CCC(=CCC1)C)C(C)C)C 1-Hydroxy-1,7-dimethyl-4-isopropyl-2,7-cyclodecadiene